C(C)(C)(C)OC(NC=1C=C(C=2N(C1)N=CN2)N2CCC(CC2)(F)F)=O Tert-butyl(8-(4,4-difluoropiperidin-1-yl)-[1,2,4]triazolo[1,5-a]pyridin-6-yl)carbamate